2-(1-acryloyl-4-(7-(3,4-dihydroisoquinolin-2(1H)-yl)-2-(2-morpholinoethoxy)-5,6,7,8-tetrahydroquinazolin-4-yl)piperazin-2-yl)acetonitrile C(C=C)(=O)N1C(CN(CC1)C1=NC(=NC=2CC(CCC12)N1CC2=CC=CC=C2CC1)OCCN1CCOCC1)CC#N